[O-]S(=O)(=O)[O-].[O-]S(=O)(=O)[O-].[O-]S(=O)(=O)[O-].[Fe+3].[Fe+3] The molecule is a compound of iron and sulfate in which the ratio of iron(3+) to sulfate ions is 3:2. It has a role as a catalyst, a mordant and an astringent. It is a metal sulfate and an iron molecular entity. It contains an iron(3+).